N2-(5-chloro-6-(difluoromethoxy)pyridin-2-yl)-4'-methyl-[4,5'-bithiazole]-2,2'-diamine ClC=1C=CC(=NC1OC(F)F)NC=1SC=C(N1)C1=C(N=C(S1)N)C